CN1C(=N\C(\C2=C1C=NC(=C2)C=2C[C@H](N(CC2)C(C)=O)C)=N/[C@H](C)C2=C(C(=CC=C2)C(F)(F)F)C)C 1-((R)-4-((Z)-1,2-dimethyl-4-(((R)-1-(2-methyl-3-(trifluoromethyl)-phenyl)ethyl)imino)-1,4-dihydropyrido[3,4-d]pyrimidin-6-yl)-2-methyl-3,6-dihydropyridin-1(2H)-yl)ethan-1-one